4-(furo[3,2-c]pyridin-4-yl)-N-hexylbenzamide O1C=CC=2C(=NC=CC21)C2=CC=C(C(=O)NCCCCCC)C=C2